2-methylindole aluminum [Al].CC=1NC2=CC=CC=C2C1